4-(prop-2-yn-1-yl)piperidin C(C#C)C1CCNCC1